2,4-dichloro-phenylalanine ClC1=C(C[C@H](N)C(=O)O)C=CC(=C1)Cl